O(C1=CC=CC=C1)C1CN(CC1)C(=O)C=1N=C2N(N1)[C@@H](C[C@@H]2F)C2=CC=CC=C2 |r| (3-Phenoxypyrrolidin-1-yl)-[rac-(5S,7S)-7-fluoro-5-phenyl-6,7-dihydro-5H-pyrrolo[1,2-b][1,2,4]triazol-2-yl]methanon